N-[(1R)-1-[3-(difluoromethyl)-2-fluoro-phenyl]ethyl]-7-methoxy-2-methyl-6-(1-oxo-3,6-dihydro-2H-thiopyran-4-yl)quinazolin-4-amine FC(C=1C(=C(C=CC1)[C@@H](C)NC1=NC(=NC2=CC(=C(C=C12)C=1CCS(CC1)=O)OC)C)F)F